5-(1-methyl-1,2,3,6-tetrahydropyridin-4-yl)thiophene-2-carboxylic acid methyl ester COC(=O)C=1SC(=CC1)C=1CCN(CC1)C